OC1=C(C=CC=C1)CC(=O)O ortho-hydroxyphenyl-acetic acid